N-((5-(hydrazinecarbonyl)pyridin-2-yl)methyl)-N-(1-methyl-1H-indazol-6-yl)ethanesulfonamide N(N)C(=O)C=1C=CC(=NC1)CN(S(=O)(=O)CC)C1=CC=C2C=NN(C2=C1)C